ClC1=C(C=CC(=C1)F)C1=C(C2=C(N=C(N=C2)NC2=CC(=C(C=C2)N2CCN(CC2)C)C)N(C1=O)C1CCC(CC1)NC(CC)=O)C N-((1S,4S)-4-(6-(2-chloro-4-fluorophenyl)-5-methyl-2-((3-methyl-4-(4-methylpiperazin-1-yl)phenyl)amino)-7-oxopyrido[2,3-d]pyrimidin-8(7H)-yl)cyclohexyl)propanamide